C1OC2=CC(=C(CC(N)C)C=C2O1)SC 4-methylenedioxy-2-methylthioamphetamine